5-[(1S)-1-[4-bromo-2-(1,1-difluoropropyl)phenoxy]ethyl]-1H-1,2,3,4-tetrazole BrC1=CC(=C(O[C@@H](C)C2=NN=NN2)C=C1)C(CC)(F)F